N1N=CC2=CC=CC(=C12)C=1C(=C(N=C2[C@H]3C([C@@H](CC12)C3)(C)C)N3CC1(CN(C1)C(C=C)=O)CC3)C#N (P)-(1R,9R)-6-(1H-indazol-7-yl)-10,10-dimethyl-4-(2-(2-propenoyl)-2,6-diazaspiro[3.4]octan-6-yl)-3-azatricyclo[7.1.1.02,7]undeca-2,4,6-triene-5-carbonitrile